(3aS,6aS)-3,3-dimethoxy-hexahydro-furo[3,2-b]pyrrol COC1(CO[C@@H]2[C@@H]1NCC2)OC